C1(=CC=CC=C1)P1(C=CCC1)=O 1-phenyl-2-phospholene-1-oxide